3-Morpholinosulfonylbenzoic acid [(2R)-3-(3-ethyl-4-oxo-spiro[6,8-dihydro-5H-pyrazolo[4,3-c]azepin-7,4'-tetrahydropyran]-1-yl)-2-methyl-propyl] ester C(C)C1=NN(C2=C1C(NCC1(CCOCC1)C2)=O)C[C@H](COC(C2=CC(=CC=C2)S(=O)(=O)N2CCOCC2)=O)C